BrC1=C(C=CC=C1F)F 2-bromo-1,3-difluorobenzene